N[C@@H](C)C(=O)[O-].C(CCC)[PH+](CCCC)CCCC tributyl-phosphonium alanine salt